2-fluoro-4-(((6-(isoindolin-2-ylmethyl)-4-oxo-4H-pyran-3-yl)oxy)methyl)benzamide FC1=C(C(=O)N)C=CC(=C1)COC1=COC(=CC1=O)CN1CC2=CC=CC=C2C1